(3aS,4R,9bS)-12-(cyclopropylmethyl)-3a-hydroxy-1,2,3,3a,4,5-hexahydro-4,9b-(epiminoethano)cyclopenta[a]naphthalene-8-carboxamide C1(CC1)CN1CC[C@]23[C@]([C@H]1CC1=CC=C(C=C21)C(=O)N)(CCC3)O